NC1=C(C2=C(N=C(N=C2C)C)N1C1=C(C(=CC=C1C)O)C)C(=O)N 6-amino-7-(3-hydroxy-2,6-dimethylphenyl)-2,4-dimethyl-7H-pyrrolo[2,3-d]pyrimidine-5-carboxamide